C(C1=CC=CC=C1)O[C@H](CO)COCCCCCCCCCCCCCCCCCC (R)-2-(benzyloxy)-3-(octadecyloxy)propanol